ClC=1C(=C2C(=NC1)N(C=N2)C/C=C/[C@H]2NCCC[C@@H]2O)C (2R,3S)-2-((E)-3-(6-chloro-7-methyl-3H-imidazo[4,5-b]pyridin-3-yl)prop-1-enyl)piperidin-3-ol